CS(=O)(=NC1=NC(=CC(=C1)N1[C@@H](COCC1)C)NC1=NC=CC=C1[N+](=O)[O-])C (R)-Dimethyl((4-(3-methylmorpholino)-6-((3-nitropyridin-2-yl)amino)pyridin-2-yl)imino)-λ6-sulfanone